C(#N)C1=CC=C(C=C1)N(C(C(=C)C)=O)S(=O)(=O)CC1=CC=CC=C1 N-(4-cyanophenyl)-N-toluenesulfonylmethacrylamide